1-cyclobutenyl-4-toluenesulfonyl-3a,4,9,9a-tetrahydro-1H-cyclopenta[b]quinoline C1(=CCC1)C1C=CC2N(C=3C=CC=CC3CC21)S(=O)(=O)CC2=CC=CC=C2